2-ethylbutyl ((S)-(((2R,3S,5R)-5-(6-amino-2-fluoro-9H-purin-9-yl)-2-ethynyl-3-(((octyloxy)carbonyl)oxy)tetrahydrofuran-2-yl)methoxy)(phenoxy)phosphoryl)-L-alaninate NC1=C2N=CN(C2=NC(=N1)F)[C@H]1C[C@@H]([C@@](O1)(C#C)CO[P@](=O)(OC1=CC=CC=C1)N[C@@H](C)C(=O)OCC(CC)CC)OC(=O)OCCCCCCCC